C1CCC2=C(C=3CCCC3C=C12)NC(=O)N=S(=O)(N)C=1C=NN2C1OCC(C2)NCCOC N'-((1,2,3,5,6,7-hexahydro-s-indacen-4-yl)carbamoyl)-6-((2-methoxyethyl)amino)-6,7-dihydro-5H-pyrazolo[5,1-b][1,3]oxazine-3-sulfonimidamide